CNC(NCCC[C@H](N)C(=O)O)=N Nω-monomethyl-L-arginine